silver dimethyl-(trifluoroacetyl-acetone) CC(C(C)=O)(C(C(F)(F)F)=O)C.[Ag]